diethyl-butyryl-triazinone C(C)C(CCC(=O)C=1C(NN=NC1)=O)CC